CN1CCC2(CC(C2)OC2=CC(=C(C(=C2)F)C=2C(=NC=3N(C2N[C@H](C)C(C)C)N=CN3)Cl)F)CC1 (R)-6-(4-((7-methyl-7-azaspiro[3.5]non-2-yl)oxy)-2,6-difluorophenyl)-5-chloro-N-(3-methylbutan-2-yl)-[1,2,4]triazolo[1,5-a]pyrimidin-7-amine